(7-(2,5-diazabicyclo[4.2.0]octan-2-yl)-6-ethyl-2-methoxy-3-methyl-8-oxopyrido[2,3-b]pyrazin-5(8H)-yl)-N-(2-chloro-4-(trifluoromethyl)phenyl)acetamide hydrochloride Cl.C12N(CCNC2CC1)C=1C(C=2C(=NC(=C(N2)OC)C)N(C1CC)CC(=O)NC1=C(C=C(C=C1)C(F)(F)F)Cl)=O